N[C@@H](CNC1=NC(=C2C(=N1)N(N=C2)C)NC2CCCC2)C2=CC=CC=C2 N6-[(2R)-2-amino-2-phenyl-ethyl]-N4-cyclopentyl-1-methyl-pyrazolo[3,4-d]pyrimidine-4,6-diamine